FC1=C(C=CC=C1)[C@@H](C)OC=1C(=NC=C(C1)B1OC(C(O1)(C)C)(C)C)N 3-[(1R)-1-(2-fluorophenyl)ethoxy]-5-(4,4,5,5-tetramethyl-1,3,2-dioxaborolan-2-yl)pyridin-2-amine